[Li].[Li].C(CO)O ethylene glycol dilithium